C(CCC)[SiH](OCCCOCC)CCCC dibutyl-ethoxypropoxysilane